(E)-2-(4-chloro-1-isopropyl-1H-pyrazol-5-yl)-N-(4-(1-ethyl-4-(trifluoromethyl)-1H-imidazol-2-yl)phenyl)-5,5-dimethyl-6,7-dihydropyrazolo[1,5-a]pyridin-4(5H)-imine ClC=1C=NN(C1C1=NN2C(\C(\C(CC2)(C)C)=N\C2=CC=C(C=C2)C=2N(C=C(N2)C(F)(F)F)CC)=C1)C(C)C